OC1=C(C=CC=C1)C1=CC2=C(N=N1)SC(=C2C)C2CCN(CC2)C(=O)OC(C)(C)C tert-butyl 4-(3-(2-hydroxyphenyl)-5-methylthieno[2,3-c]pyridazin-6-yl)piperidine-1-carboxylate